CN1C(=CC2=CC=CC=C12)C(=O)NCCC(=O)O 3-[(1-Methyl-1H-indole-2-carbonyl)amino]propanoic acid